4-(1-(4-(butylsulfanyl)-7-(ethyl-(2-methoxy-2-oxoethyl)amino)-2-oxo-2H-chromen-3-yl)-3-ethoxy-3-oxoprop-1-en-2-yl)-1-(2-hydroxyethyl)pyridin-1-ium iodide [I-].C(CCC)SC1=C(C(OC2=CC(=CC=C12)N(CC(=O)OC)CC)=O)C=C(C(=O)OCC)C1=CC=[N+](C=C1)CCO